N-Acetyl-Valine C(C)(=O)N[C@@H](C(C)C)C(=O)O